ClCC1=CC(=C(CN2N=CC=3N=C(N=C(C32)NCC3=NOC(=N3)C)NC(OC)=O)C=C1)OC methyl (1-(4-(chloromethyl)-2-methoxybenzyl)-7-(((5-methyl-1,2,4-oxadiazol-3-yl)methyl)amino)-1H-pyrazolo[4,3-d]pyrimidin-5-yl)carbamate